tripropylammonium C(CC)[NH+](CCC)CCC